C(C=C)OCC(C(=O)OCC=CC)=C crotyl α-allyloxymethylacrylate